6-tert-Butyl-5-(4-fluorophenyl)thieno[2,3-d]pyrimidin-4-ol C(C)(C)(C)C1=C(C2=C(N=CN=C2O)S1)C1=CC=C(C=C1)F